(2-morpholine-4-yl-ethyl)-hydrazine N1(CCOCC1)CCNN